FC=1C=C2C(=CNC2=CC1)CCOC=1SC=2N=C(N=CC2N1)C1=CC(=CC=C1)F (2-(5-fluoro-1H-indol-3-yl)ethoxy)-5-(3-fluorophenyl)thiazolo[5,4-d]pyrimidine